4-(2-(3-hydroxy-2,6-dimethylpyridin-4-yl)-3-(1-hydroxypropan-2-yl)-1H-indol-5-yl)piperidine-1-carboxylic acid tert-butyl ester C(C)(C)(C)OC(=O)N1CCC(CC1)C=1C=C2C(=C(NC2=CC1)C1=C(C(=NC(=C1)C)C)O)C(CO)C